2,6-dibromophenylacetylene BrC1=C(C(=CC=C1)Br)C#C